silver(I) 2,2,2-trifluoroacetate FC(C(=O)[O-])(F)F.[Ag+]